4-(5-Propyl-1,3-dioxan-2-yl)cyclohexanone C(CC)C1COC(OC1)C1CCC(CC1)=O